C1(=CC=CC=C1)C1(C=CC2=C(O1)C=1C=C(C=CC1C1=C2C(C2=CC(=CC=C21)OC)(C)C)OC)C2=CC=C(C=C2)N2CCNCC2 3-phenyl-3-(4-piperazinylphenyl)-6,11-dimethoxy-13,13-dimethyl-3H,13H-indeno[2',3':3,4]naphtho[1,2-b]pyran